tributyl-tin chloride titanium isopropoxide CC([O-])C.[Ti+4].C(CCC)[Sn](CCCC)(CCCC)Cl.CC([O-])C.CC([O-])C.CC([O-])C